BrC1=CC=C(C=C1)C(C(O)C1=CC=C(C=C1)N(C1=CC=CC=C1)C1=CC=CC=C1)=O 1-(4-bromophenyl)-2-(4-(diphenylamino)phenyl)-2-hydroxyethan-1-one